BrC=1C(=CC=2N(C1)C(=C(N2)C(=O)OCC)CC)Cl ethyl 6-bromo-7-chloro-3-ethylimidazo[1,2-a]pyridine-2-carboxylate